tert-Butyl (1R,4R,5S)-5-(8-(2-cyanoethyl)-7-(2,3-dichlorophenyl)-6-fluoro-4-methyl-2-((R)-1-(methylamino)ethyl)-1H-pyrrolo[3,2-c]quinolin-1-yl)-2-azabicyclo[2.1.1]hexane-2-carboxylate C(#N)CCC1=CC=2C3=C(C(=NC2C(=C1C1=C(C(=CC=C1)Cl)Cl)F)C)C=C(N3[C@H]3[C@H]1CN([C@@H]3C1)C(=O)OC(C)(C)C)[C@@H](C)NC